N-(3-Chloro-4-fluorophenyl)-4-(5-hydroxy-5-(1-methyl-1H-imidazol-4-yl)octahydropentalen-2-yl)-1-methyl-1H-imidazole-5-carboxamide ClC=1C=C(C=CC1F)NC(=O)C1=C(N=CN1C)C1CC2CC(CC2C1)(C=1N=CN(C1)C)O